5-nitro-2-(trifluoromethyl)pyridin-4-amine [N+](=O)([O-])C=1C(=CC(=NC1)C(F)(F)F)N